BrC=1C(=NN(C1C=1C=NC=C(C1)F)C1=C(C=CC(=C1)F)F)O 4-bromo-1-(2,5-difluorophenyl)-5-(5-fluoropyridin-3-yl)-1H-pyrazol-3-ol